(4R)-3-(4-fluoro-2-hydroxyphenyl)-4-methyl-4,5-dihydro-1H-pyrazole-1-carboximidamide FC1=CC(=C(C=C1)C1=NN(C[C@H]1C)C(N)=N)O